[Si](=O)=O.[O].[O] dioxygen Silicon dioxide